rac-vinyl-bis-indenyl zirconium dichloride [Cl-].[Cl-].C(=C)[Zr+2](C1C=CC2=CC=CC=C12)C1C=CC2=CC=CC=C12